di(tridecyl)-1,2,3,4-butanetetracarboxylate C(CCCCCCCCCCCC)OC(=O)CC(C(CC(=O)[O-])C(=O)[O-])C(=O)OCCCCCCCCCCCCC